(7R,8aS)-7-(2,3-dichloro-6-hydroxyphenyl)-2-[(3R)-pyrrolidin-3-yl]-hexahydropyrrolo[1,2-a]pyrazin-4-one ClC1=C(C(=CC=C1Cl)O)[C@H]1C[C@@H]2N(C(CN(C2)[C@H]2CNCC2)=O)C1